N-(t-butoxycarbonyloxy)succinimide C(C)(C)(C)OC(=O)ON1C(CCC1=O)=O